oxetan-3-ylmethyl ((((2R,3S,4R,5S)-5-(4-aminopyrrolo[2,1-f][1,2,4]triazin-7-yl)-2-cyano-3,4-dihydroxytetrahydrofuran-2-yl)methoxy)(phenoxy)phosphoryl)-L-alaninate NC1=NC=NN2C1=CC=C2[C@H]2[C@@H]([C@@H]([C@@](O2)(C#N)COP(=O)(OC2=CC=CC=C2)N[C@@H](C)C(=O)OCC2COC2)O)O